ClC1=C(C(=CC=C1O)F)NC(C1=C(C=C(C(=C1)F)N1N=C(N(C1=O)CC)CO)O[C@H](C(F)(F)F)C)=O N-(2-chloro-6-fluoro-3-hydroxyphenyl)-4-[4-ethyl-3-(hydroxymethyl)-5-oxo-4,5-dihydro-1H-1,2,4-triazol-1-yl]-5-fluoro-2-{[(2S)-1,1,1-trifluoropropan-2-yl]oxy}benzamide